[(R)-2-Hydroxymethyl-4-(6-nitro-pyridin-3-yl)-piperazin-1-yl]-(4-methoxy-5-phenoxy-pyridin-2-yl)-methanone OC[C@@H]1N(CCN(C1)C=1C=NC(=CC1)[N+](=O)[O-])C(=O)C1=NC=C(C(=C1)OC)OC1=CC=CC=C1